8-methoxy-6-(3-(5-(piperidin-4-yl)pyridin-2-yl)-4-(trifluoromethyl)-1H-pyrazol-5-yl)-[1,2,4]Triazolo[1,5-a]Pyridine COC=1C=2N(C=C(C1)C1=C(C(=NN1)C1=NC=C(C=C1)C1CCNCC1)C(F)(F)F)N=CN2